CN([C@@H](C(C)C)C(=O)OC)C(=O)N1CCN(CCC1)C(=O)C1[N@](C1)C(C1=CC=CC=C1)(C1=CC=CC=C1)C1=CC=CC=C1 methyl N-methyl-N-(4-((S)-1-tritylaziridine-2-carbonyl)-1,4-diazepane-1-carbonyl)-L-valinate